Tert-butyl 4-((4'-chloro-4-cyano-[1,1'-biphenyl]-2-yl)(hydroxy)methyl)piperidine-1-carboxylate ClC1=CC=C(C=C1)C1=C(C=C(C=C1)C#N)C(C1CCN(CC1)C(=O)OC(C)(C)C)O